FC1=C(C(=CC=C1)OC)N1N=C2C(=CC1=O)NN=C2C=2C=NC(=NC2)N2CCOCC2 5-(2-fluoro-6-methoxyphenyl)-3-(2-morpholinyl-pyrimidin-5-yl)-1H-pyrazolo[4,3-c]pyridazin-6(5H)-one